(E)-2-oxo-2,3-dihydro-benzimidazole-5-aldoxime O=C1NC2=C(N1)C=CC(=C2)/C=N/O